C1(=CC=CC=C1)P(OC(C(=O)O)CCC(=O)O)O 2-[[phenylhydroxyphosphino]oxy]glutaric acid